BrC=1SC(=C2SC(=C(C21)F)C(=O)OC)Br methyl 4,6-dibromo-3-fluorothieno[3,4-b]thiophene-2-carboxylate